(S)-2-(4-(4-chloropyrazolo[1,5-a]pyridin-2-yl)-6,7-dihydro-1H-imidazo[4,5-c]pyridin-5(4H)-yl)-5-(difluoromethyl)-1,3,4-oxadiazole ClC=1C=2N(C=CC1)N=C(C2)[C@H]2N(CCC1=C2N=CN1)C=1OC(=NN1)C(F)F